16E-eicosapentaenoic acid C(C=CC=CC=CC=CC=CCCCCCCCCC)(=O)O